C(#N)C1(CC1)NS(=O)(=O)C=1C=C(C=2N(C1)C(=NC2)C=2SC(=NN2)C(F)(F)F)N2CCN(CC2)C(=O)C2(CC2)NC N-(1-cyanocyclopropyl)-8-(4-(1-(methylamino)cyclopropane-1-carbonyl)piperazin-1-yl)-3-(5-(trifluoromethyl)-1,3,4-thiadiazol-2-yl)imidazo[1,5-a]pyridine-6-sulfonamide